N-[4-(2,6-Dimethylphenyl)-6-[1-[1-(4-fluorophenyl)cyclopentanecarbonyl]pyrrolidin-3-yl]oxy-pyrimidin-2-yl]-1-methyl-pyrazole-4-sulfonamide CC1=C(C(=CC=C1)C)C1=NC(=NC(=C1)OC1CN(CC1)C(=O)C1(CCCC1)C1=CC=C(C=C1)F)NS(=O)(=O)C=1C=NN(C1)C